ClC1=NC=2C=CC=CC2C2=C1CC(N2CC2=CC(=CC=C2)OC)=O 4-chloro-1-(3-methoxybenzyl)-1H-pyrrolo[3,2-c]quinolone